O=C(C(=O)O)C 2-Oxopropionic acid